2,2'-dimethyl-3'-((4-vinyl-1,7-naphthyridin-8-yl)amino)-[1,1'-biphenyl] CC1=C(C=CC=C1)C1=C(C(=CC=C1)NC=1N=CC=C2C(=CC=NC12)C=C)C